NC1=CC=C(C=C1)OC(COC1=CC=C(C=C1)N)CC(C)(C)C neopentyl-ethylene glycol bis(4-aminophenyl) ether